1,4-dioxane-2-methylamine hydrochloride Cl.O1C(COCC1)CN